C(C=1C(O)=CC=CC1)(=O)OCCCCCCCCCCC(C)C isotridecyl salicylate